COC1=C(C=CC=C1)S(=O)(=O)NC1=NOC2=C1C1=C(CCCO1)C(=C2)OC=2SC=CN2 2-methoxy-N-(5-(thiazol-2-yloxy)-3,4-dihydro-2H-benzopyrano[8,7-d]isoxazol-9-yl)benzenesulfonamide